1-Methyl-4-(2-methyl-4-nitrobenzyl)piperidine CN1CCC(CC1)CC1=C(C=C(C=C1)[N+](=O)[O-])C